(R)-1-(2,4-difluorophenyl)ethan-1-amine FC1=C(C=CC(=C1)F)[C@@H](C)N